COC1=C(C(=CC(=C1)C(C)=O)C(C)=O)O 2-methoxy-4,6-diacetyl-phenol